2,2'-dimethyl-N4,N4,N4',N4'-tetra-m-tolylbiphenyl-4,4'-diamine CC1=C(C=CC(=C1)N(C=1C=C(C=CC1)C)C=1C=C(C=CC1)C)C1=C(C=C(C=C1)N(C=1C=C(C=CC1)C)C=1C=C(C=CC1)C)C